FC1=CC(=CC(=N1)OCC1CN(C1)C(=O)N1C[C@@H]2[C@@H](OCC(N2)=O)CC1)C(F)(F)F (4aR,8aS)-6-[3-[[6-fluoro-4-(trifluoromethyl)-2-pyridinyl]oxymethyl]azetidine-1-carbonyl]-4,4a,5,7,8,8a-hexahydropyrido[4,3-b][1,4]oxazin-3-one